C(C)C=1C=C(C(=NC1)OC(C)C)C1(CC1)C(=O)NS(=O)(=O)C=1C=2C=CC(=NC2C=CC1)C 1-{5-ethyl-2-[(propan-2-yl)oxy]pyridin-3-yl}-N-(2-methylquinoline-5-sulfonyl)cyclopropane-1-carboxamide